[1-(3,3-difluorocyclobutyl)pyrazol-4-yl]methanamine FC1(CC(C1)N1N=CC(=C1)CN)F